NC=1SC(=C(N1)C)C=1N=C(SC1)N(C1=CC=C(C=C1)O)C 4-((2'-amino-4'-methyl-[4,5'-bithiazol]-2-yl)(methyl)amino)phenol